CC1=CC=C(S1)C(=O)O 5-methylthiophene-2-carboxylic acid